N(=[N+]=[N-])C=1C=C(N=NC1OC)C1CN(CCC1(F)F)C(=O)OCC1=CC=CC=C1 benzyl 3-(5-azido-6-methoxypyridazin-3-yl)-4,4-difluoropiperidine-1-carboxylate